7-((S)-1-methoxypropane-2-yl)-2-((1-(methyl-d3)-3-(((R)-tetrahydrofurane-3-yl)oxy)-1H-pyrazol-4-yl)amino)-7H-pyrrolo[2,3-d]pyrimidine-6-carbonitrile COC[C@H](C)N1C(=CC2=C1N=C(N=C2)NC=2C(=NN(C2)C([2H])([2H])[2H])O[C@H]2COCC2)C#N